C1(=CC=C(C=C1)N(C1=CC=C(C=C1)N)C1=CC=C(C=C1)N)N(C1=CC=C(C=C1)N)C1=CC=C(C=C1)N N1,N1'-(1,4-phenylene)bis(N1-(4-aminophenyl)benzene-1,4-diamine)